(2S,4R)-1-[(2S)-3,3-dimethyl-2-[4-(3-sulfamoylpropyl)triazol-1-yl]butanoyl]-4-hydroxy-N-methyl-pyrrolidine-2-carboxamide CC([C@@H](C(=O)N1[C@@H](C[C@H](C1)O)C(=O)NC)N1N=NC(=C1)CCCS(N)(=O)=O)(C)C